5-(2-methylprop-1-enyl)-1-[3-(4-tetrahydropyran-2-yl-1,2,4-triazol-3-yl)phenyl]pyrazolo[3,4-b]pyridine CC(=CC=1C=C2C(=NC1)N(N=C2)C2=CC(=CC=C2)C2=NN=CN2C2OCCCC2)C